N-((R)-1-((S)-2-aminopropanamido)propan-2-yl)-4-((3-(1-(cyanomethyl)-3-(trifluoromethyl)-1H-pyrazol-4-yl)imidazo[1,2-a]pyrazin-8-yl)amino)-2-fluoro-6-methylbenzamide N[C@H](C(=O)NC[C@@H](C)NC(C1=C(C=C(C=C1C)NC=1C=2N(C=CN1)C(=CN2)C=2C(=NN(C2)CC#N)C(F)(F)F)F)=O)C